CN(C1=CC=C(C(=O)C2=CC=C(C=C2)N(C)C)C=C1)C 4,4'-bis-(dimethylamino)-benzophenon